4-[trans-2,2-dichloro-3-(3-cyclopentyl-1,2,4-oxadiazol-5-yl)cyclopropyl]benzenesulfonamide ClC1([C@H]([C@@H]1C1=NC(=NO1)C1CCCC1)C1=CC=C(C=C1)S(=O)(=O)N)Cl